Isopropyl (R)-3-(2-((5-(3-(phenylsulfonamido)phenyl)-3-((trimethylsilyl)oxy)pent-4-yn-1-yl)oxy)phenyl)propanoate C1(=CC=CC=C1)S(=O)(=O)NC=1C=C(C=CC1)C#C[C@@H](CCOC1=C(C=CC=C1)CCC(=O)OC(C)C)O[Si](C)(C)C